C(C)(=O)C=1C=C(C=CC1)N1C(C=CC1=O)=O 1-(3-acetylphenyl)-1H-pyrrole-2,5-dione